tert-Butyl (6-(difluoromethyl)pyrazolo[1,5-a]pyrimidin-3-yl)carbamate FC(C=1C=NC=2N(C1)N=CC2NC(OC(C)(C)C)=O)F